(R)-2-((1-(2-cyano-3-((3-(hydroxy-methyl)bicyclo[1.1.1]pentan-1-yl)-amino)-7-methylquinoxalin-5-yl)-ethyl)amino)benzoic acid C(#N)C1=NC2=CC(=CC(=C2N=C1NC12CC(C1)(C2)CO)[C@@H](C)NC2=C(C(=O)O)C=CC=C2)C